3-(difluoromethyl)-1H-pyridine FC(C=1CNC=CC1)F